2-chloro-N-(1-(3,4,5-trimethoxyphenyl)-1H-imidazol-4-yl)pyrido[2,3-d]pyrimidin-4-amine ClC=1N=C(C2=C(N1)N=CC=C2)NC=2N=CN(C2)C2=CC(=C(C(=C2)OC)OC)OC